O1C(OCCC1)=O 1,3-dioxan-2-one